ClC=1C=C(C=CC1F)C(C=1NC(=C(N1)C)S(=O)(=O)C)OC1=CC(=CC=C1)OC 2-((3-chloro-4-fluorophenyl)(3-methoxyphenoxy)methyl)-4-methyl-5-(methylsulfonyl)-1H-imidazole